CC1=CC=CC2=C1N=C(S2)C=CC2=CC=C(C=C2)N2CCCCC2 4-methyl-2-(4-(piperidin-1-yl)styryl)benzo[d]thiazole